((2S,3R)-2-(((5-chloropyrimidin-2-yl)amino)methyl)-5,5-difluoro-3-methylpiperidin-1-yl)methanone ClC=1C=NC(=NC1)NC[C@H]1N(CC(C[C@H]1C)(F)F)C=O